ClC1=NC=C(C(=N1)NC1=C(C=CC(=C1)C)OC(C)C)C#N 2-chloro-4-((2-isopropoxy-5-methylphenyl)amino)pyrimidine-5-carbonitrile